BrCC 2-bromoethane